(R)-N-((S)-1-(bicyclo[4.2.0]oct-1(6),2,4-trien-3-yl)ethyl)-2-methylpropan-2-sulfinamide C1=2C=C(C=CC2CC1)[C@H](C)N[S@](=O)C(C)(C)C